C(#N)C1=CC=2N(N=C1)C(=CC2)C2=CC(=C(C=N2)C2=NN=C(S2)C(=O)N2C[C@H](CC2)NC(C)=O)NC(C)C (S)-N-(1-(5-(6-(3-cyanopyrrolo[1,2-b]pyridazin-7-yl)-4-(isopropylamino)pyridin-3-yl)-1,3,4-thiadiazole-2-carbonyl)pyrrolidin-3-yl)acetamide